CC1=C(C(=NN1CC1CCOCC1)OCCCO)[N+](=O)[O-] 3-((5-methyl-4-nitro-1-((tetrahydro-2H-pyran-4-yl)methyl)-1H-pyrazol-3-yl)oxy)propan-1-ol